(S)-1-((4-chloro-[2,4'-bipyridin]-5-yl)oxy)-2,4-dimethylpentan-2-amine ClC1=CC(=NC=C1OC[C@](CC(C)C)(N)C)C1=CC=NC=C1